Cholesten-3-ol C=C(C)CCC[C@@H](C)[C@H]1CC[C@H]2[C@@H]3CCC4CC(CC[C@]4(C)[C@H]3CC[C@]12C)O